CN(C[C@H](C1=CC=CC=C1)NC(=O)N1CC=2N=C(N=CC2C[C@H]1C)N[C@H](C)C1=CC=CC=C1)C (R)-N-((S)-2-(dimethylamino)-1-phenylethyl)-6-methyl-2-(((R)-1-phenylethyl)amino)-5,8-dihydropyrido[3,4-d]pyrimidine-7(6H)-carboxamide